C1(C(=CCCC1)C(=O)[O-])C(=O)[O-].[K+].[K+] potassium 2-cyclohexene-1,2-dicarboxylate